2-benzimidazolylurea C1=CC=C2C(=C1)NC(=N2)NC(=O)N